C=1C=2N(C(=NN1)N)C=CC2 pyrrolo[1,2-d][1,2,4]triazin-4-amine